(E)-1-(3-(4-((4-([1,2,4]triazolo[1,5-a]pyridin-7-yloxy)-3-methylphenyl)-amino)pyrrolo[2,1-f][1,2,4]triazin-5-yl)azetidin-1-yl)-3-(tetrahydro-1H-pyrrolizin-7a(5H)-yl)prop-2-en-1-one N=1C=NN2C1C=C(C=C2)OC2=C(C=C(C=C2)NC2=NC=NN1C2=C(C=C1)C1CN(C1)C(\C=C\C12CCCN2CCC1)=O)C